ClC=1C=C(C(=NC1)C=1C(=C(C=NC1)CC1=C(C(=NC=C1)NS(NC)(=O)=O)F)C)F 4-[[5-(5-chloro-3-fluoro-2-pyridyl)-4-methyl-3-pyridyl]methyl]-3-fluoro-N-(methylsulfamoyl)pyridin-2-amine